methyl 4-bromo-5-({4-[(2S)-2-({7-methylthieno[3,2-d]pyrimidin-4-yl}amino)propyl]piperazin-1-yl} sulfonyl)thiophene-2-carboxylate BrC=1C=C(SC1S(=O)(=O)N1CCN(CC1)C[C@H](C)NC=1C2=C(N=CN1)C(=CS2)C)C(=O)OC